N-(4,4-difluorocyclohexyl)pyrimidin-4-amine FC1(CCC(CC1)NC1=NC=NC=C1)F